NC1=CC=C(C=C1)NS(=O)(=O)C1=C(C=CC(=C1)Cl)Cl N-(4-aminophenyl)-2,5-dichlorobenzenesulfonamide